3-(3,3,3-trifluoropropyl)-2H-pyrrol-5-one FC(CCC=1CNC(C1)=O)(F)F